C(C)N(S(=O)(=O)C1=CC=C(C=C1)C=O)CC N,N-diethyl-4-formylbenzenesulfonamide